IC=1N(N=C2C=CC(=C(C12)OC)C(C(F)(F)F)C)C 3-Iodo-4-methoxy-2-methyl-5-(1,1,1-trifluoropropan-2-yl)-2H-indazole